1,1-dioxido-3-oxo-benzisothiazole O=S1(NC(C2=C1C=CC=C2)=O)=O